N-Phenyl-PhenyleneDi-Amine C1(=CC=CC=C1)NC1=C(C=CC=C1)N